Fmoc-pentafluoro-L-phenylalanine C1=CC=C2C(=C1)C(C3=CC=CC=C32)COC(=O)N[C@@H](CC4=C(C(=C(C(=C4F)F)F)F)F)C(=O)O